NC1=NC=C(C(=N1)N)OC1=CC(=NC=C1C(C)C)C(=O)N 4-((2,4-diaminopyrimidin-5-yl)oxy)-5-isopropylpicolinamide